5-[6-[4-[4-(3-Oxo-3-phenylprop-1-enyl)phenyl]phenoxy]hexoxy]benzene-1,3-dicarboxylic acid O=C(C=CC1=CC=C(C=C1)C1=CC=C(OCCCCCCOC=2C=C(C=C(C2)C(=O)O)C(=O)O)C=C1)C1=CC=CC=C1